C(C)(C)(C)N(C(O)=O)C[C@]1(NC(NC1=O)=O)C1CCOCC1.Cl.NC[C@@]1(C(NC(N1)=O)=O)C1CCOCC1 |r| rac-5-(aminomethyl)-5-(tetrahydro-2H-pyran-4-yl)imidazolidine-2,4-dione hydrochloride rac-tert-butyl-{[2,5-dioxo-4-(tetrahydro-2H-pyran-4-yl)imidazolidin-4-yl]methyl}carbamate